CC(CC/C=C(/C)\\CC/C=C(\\C)/CC/C=C(\\C)/CCC=C(C)C)CCOP(=O)(O)O The molecule is a dolichol phosphate. It has a role as a Saccharomyces cerevisiae metabolite and a mouse metabolite. It derives from a dolichol. It is a conjugate acid of a dolichyl phosphate(2-).